(2R)-nonane-1,2-diol C([C@@H](CCCCCCC)O)O